5-(2-Chlorobenzyl)-3-(2-methylpropenyl)-4-oxo-4,5,6,7-tetrahydropyrazolo[1,5-a]pyrazine-2-carboxylic acid (5-difluoromethyl-[1,3,4]thiadiazol-2-yl) amide FC(C1=NN=C(S1)NC(=O)C1=NN2C(C(N(CC2)CC2=C(C=CC=C2)Cl)=O)=C1C=C(C)C)F